N,N-Dimethyl-5-(piperidin-1-yl)pyrazolo[1,5-a]pyrimidin-3-amine CN(C=1C=NN2C1N=C(C=C2)N2CCCCC2)C